FC(C(=O)N=S1(CC(C#CC(C1)(C)C)(C)C)=O)(F)F 2,2,2-trifluoro-N-(3,3,6,6-tetramethyl-1-oxido-4,5-didehydro-2,3,6,7-tetrahydro-1λ6-thiepin-1-ylidene)acetamide